(4R)-7-bromo-9-fluoro-4-methyl-3,4-dihydro-1H-[1,4]oxazino[4,3-a]benzimidazole BrC=1C=C(C2=C(N3C(=N2)COC[C@H]3C)C1)F